4-(Hexahydropyrrolo[1,2-a]pyrazin-2(1H)-yl)-N-(3-phenylpropyl)-1H-benzo[d]imidazole-1-carboxamide C1C2N(CCN1C1=CC=CC=3N(C=NC31)C(=O)NCCCC3=CC=CC=C3)CCC2